1-(4-(2-carbonylpiperidin-1-yl)phenyl)-5,6-dihydropyridin-2(1H)-one C(=O)=C1N(CCCC1)C1=CC=C(C=C1)N1C(C=CCC1)=O